benzyl (2-((tert-butoxycarbonyl)amino)ethyl)(3-fluoropropyl)carbamate C(C)(C)(C)OC(=O)NCCN(C(OCC1=CC=CC=C1)=O)CCCF